Ethyl 2-amino-6-cyano-6-(cyclobutylmethyl)-4,5,6,7-tetrahydrobenzo[b]thiophene-3-carboxylate NC1=C(C2=C(S1)CC(CC2)(CC2CCC2)C#N)C(=O)OCC